(1-(isoquinolin-5-yl)cyclopropyl)-2-methylbenzamide C1=NC=CC2=C(C=CC=C12)C1(CC1)C=1C(=C(C(=O)N)C=CC1)C